COC1=C2CCN(C2=CC=C1)CCNC1=C(C=CC(=C1)C1=NC(=NS1)C)C 1-(4-methoxyindolin-1-yl)-2-((2-methyl-5-(3-methyl-1,2,4-thiadiazol-5-yl)phenyl)amino)ethan